7-chloro-2-(2,4-dimethoxypyrimidin-5-yl)pyrazolo[4,3-C]pyridine ClC=1C=2C(C=NC1)=CN(N2)C=2C(=NC(=NC2)OC)OC